C(C)(C)C1=C(C(=CC=C1)C(C)C)N1CN(C=C1)C1=C(C=CC=C1C(C)C)C(C)C 1,3-di(2,6-diisopropylphenyl)-3H-imidazole